methyl 2-(trifluoromethyl)-3,3,3-trifluoropropionate FC(C(C(=O)OC)C(F)(F)F)(F)F